2-(1-Benzylpiperidin-4-yl)-N,N-diethyl-1,2,3,4-tetrahydroisoquinolin-6-amine C(C1=CC=CC=C1)N1CCC(CC1)N1CC2=CC=C(C=C2CC1)N(CC)CC